((naphthalen-1-yloxy)(perfluorophenoxy)phosphoryl)-L-alanine neopentyl ester C(C(C)(C)C)OC([C@@H](NP(=O)(OC1=C(C(=C(C(=C1F)F)F)F)F)OC1=CC=CC2=CC=CC=C12)C)=O